difluorobenzyl-phenylalanine F[C@](N(CC1=CC=CC=C1)F)(CC1=CC=CC=C1)C(=O)O